C(C)O\N=C(/N)\C1=NC(=C(C=C1)CS(NC)(=O)=O)C1=NN(C=C1C)C1=CC=CC=C1 (Z)-N'-ethoxy-6-(4-methyl-1-phenyl-1H-pyrazol-3-yl)-5-(N-methylsulfamoyl)methylpyridineamidine